N,5-bis(4-methoxyphenyl)-1-methyl-2-oxo-2,5-dihydro-1H-pyrrole-3-carboxamide COC1=CC=C(C=C1)NC(=O)C=1C(N(C(C1)C1=CC=C(C=C1)OC)C)=O